5-bromo-1-isopropyl-1H-indazole-3-carboxylic acid BrC=1C=C2C(=NN(C2=CC1)C(C)C)C(=O)O